(5-(6-((1S,6R)-3-oxabicyclo[4.1.0]heptan-6-yl)-1H-benzo[d]imidazol-2-yl)-1H-pyrrol-3-yl)(2-(trifluoromethyl)phenyl)methanone [C@H]12COCC[C@@]2(C1)C=1C=CC2=C(NC(=N2)C2=CC(=CN2)C(=O)C2=C(C=CC=C2)C(F)(F)F)C1